(R)-1-(4-cyclopropyl-3-methoxybenzyl)-3-(2-isopropylphenyl)piperazine C1(CC1)C1=C(C=C(CN2C[C@H](NCC2)C2=C(C=CC=C2)C(C)C)C=C1)OC